1-(4-((4-amino-7-methyl-5-(4-phenoxyphenyl)-7H-pyrrolo[2,3-d]pyrimidin-6-yl)ethynyl)piperidin-1-yl)-3-(dimethylamino)propan-1-one magnesium-magnesium acetate C(C)(=O)[O-].[Mg+2].[Mg+2].NC=1C2=C(N=CN1)N(C(=C2C2=CC=C(C=C2)OC2=CC=CC=C2)C#CC2CCN(CC2)C(CCN(C)C)=O)C.C(C)(=O)[O-].C(C)(=O)[O-].C(C)(=O)[O-]